N-(1,3-benzodioxol-5-yl)-N-methyl-3-[5-methyl-3-(trifluoromethyl)pyrazol-1-yl]benzamide O1COC2=C1C=CC(=C2)N(C(C2=CC(=CC=C2)N2N=C(C=C2C)C(F)(F)F)=O)C